C(C1=CC=CC=C1)C1=NC(=NN1)C(=O)NC1C(N(C=2N(CC1)N=C(C2)C2CCOCC2)C)=O 5-Benzyl-N-(4-methyl-5-oxo-2-(tetrahydro-2H-pyran-4-yl)-5,6,7,8-tetrahydro-4H-pyrazolo[1,5-a][1,3]diazepin-6-yl)-1H-1,2,4-triazol-3-carboxamid